2,5-divinylterephthalaldehyde C(=C)C1=C(C=O)C=C(C(=C1)C=O)C=C